4-[(2S,4S)-4-Cyclopropylpiperidin-2-yl]-2-fluorobenzoic acid methyl ester COC(C1=C(C=C(C=C1)[C@H]1NCC[C@@H](C1)C1CC1)F)=O